CN(C(C)(C)C1=CC=C(C=N1)C=1N=C2SC[C@H](CN2C(C1C#N)=O)C)C (S)-8-(6-(2-(dimethylamino)propan-2-yl)pyridin-3-yl)-3-methyl-6-oxo-3,4-dihydro-2H,6H-pyrimido[2,1-b][1,3]thiazine-7-carbonitrile